Methoxycyclohex-1-en-1-yl triflate O(S(=O)(=O)C(F)(F)F)C1=C(CCCC1)OC